2-Chloro-N-(5-chloro-2-(4-(trifluoromethyl)-1H-1,2,3-triazol-1-yl)phenyl)acetamide ClCC(=O)NC1=C(C=CC(=C1)Cl)N1N=NC(=C1)C(F)(F)F